CC1=C(O)C(=C(C(=C1C)O)C)C 2,3,5,6-tetramethyl-hydroquinone